ClC1=CC=C(CNC(NCCCCCNC(C2=C(C=CC=C2)C)=O)=O)C=C1 N-(5-(3-(4-chlorobenzyl)ureido)pentyl)-2-methylbenzamide